FC=1C(=NC(=NC1)NC1CC(CCC1)C(=O)N1CCC(CC1)CCN1CCCCC1)C1=CC(=CC=C1)N1C(C=CC=C1)=O 1-(2-(1-(3-((5-fluoro-4-(3-(2-oxopyridin-1(2H)-yl)phenyl)pyrimidin-2-yl)amino)cyclohexane-1-carbonyl)piperidin-4-yl)ethyl)piperidin